4-methyl-N-(4-(3-(5-methylfuran-2-yl)imidazo[1,2-b]pyridazin-6-yl)phenyl)benzenesulfonamide CC1=CC=C(C=C1)S(=O)(=O)NC1=CC=C(C=C1)C=1C=CC=2N(N1)C(=CN2)C=2OC(=CC2)C